O=C1NC(CCC1N1C(N(C2=C1C=CC(=C2)C2=CC=C(C=C2)CC(=O)NC2=CC1=CC(=C(C(=C1C=C2)F)N2S(NC(C2)=O)(=O)=O)O)CCOC)=O)=O 2-[4-[1-(2,6-dioxo-3-piperidyl)-3-(2-methoxyethyl)-2-oxo-benzimidazol-5-yl]phenyl]-N-[5-fluoro-7-hydroxy-6-(1,1,4-trioxo-1,2,5-thiadiazolidin-2-yl)-2-naphthyl]acetamide